C1(CC1)NC(C1=CC(=C(C=C1)C)C=1C=NC(=C(C1)C=1C=NN(C1)CC)NC(CO)(C)C)=O N-cyclopropyl-3-(5-(1-ethyl-1H-pyrazol-4-yl)-6-((1-hydroxy-2-methylpropan-2-yl)amino)pyridin-3-yl)-4-methylbenzamide